1-[2-(trifluoromethyl)thiazol-5-yl]cyclopropanecarboxylic acid FC(C=1SC(=CN1)C1(CC1)C(=O)O)(F)F